CC1=NOC(=C1C1=CC=C2C=3N([C@H](COC31)C3=NC=CC=C3)C(=N2)N2CCN(CC2)CCOC)C (4S)-7-(3,5-dimethylisoxazol-4-yl)-2-[4-(2-methoxyethyl)piperazin-1-yl]-4-pyridin-2-yl-4,5-dihydroimidazo[1,5,4-de][1,4]benzoxazine